z-butyl azodicarboxylate N(=N/C(=O)[O-])/C(=O)OCCCC